(S)-2-(4-chlorophenyl)-1-(4-((5R,7R)-7-hydroxy-5-methyl-6,7-dihydro-5H-cyclopenta[d]pyrimidin-4-yl)piperazin-1-yl)-3-((S)-pyrrolidin-3-ylamino)propan-1-one ClC1=CC=C(C=C1)[C@H](C(=O)N1CCN(CC1)C=1C2=C(N=CN1)[C@@H](C[C@H]2C)O)CN[C@@H]2CNCC2